[Cl-].C(C)(C)(C)OC(=O)N1C[C@H](C[C@@H]1C(=O)OC)NC(C[N+](C)(C)C)=O 2-(((3S,5R)-1-(tert-butoxycarbonyl)-5-(methoxycarbonyl)pyrrolidin-3-yl)amino)-N,N,N-trimethyl-2-oxoethan-1-aminium chloride